C1(=CC=CC=2C3=CC=CC=C3CC12)C=1C=C2CNCC2=CC1C1=CC=CC=2C3=CC=CC=C3CC12 5,6-bis(fluorenyl)isoindoline